O1CC(C1)OC1=NC(=NC=C1C(F)(F)F)N[C@H]1C[C@H](CCC1)C1=NN=C2N1N=C(C=C2)C(=O)N 3-[(1S,3R)-3-[[4-(oxetan-3-yloxy)-5-(trifluoromethyl)pyrimidin-2-yl]amino]cyclohexyl]-[1,2,4]triazolo[4,3-b]pyridazine-6-carboxamide